3-([1,1':2',1''-terphenyl]-4'-yl)-1-(cyclopentylmethyl)piperidin-3-amine C1(=CC=CC=C1)C=1C(=CC(=CC1)C1(CN(CCC1)CC1CCCC1)N)C1=CC=CC=C1